O1C=NC2=C1C=C(C=C2)\C=C\2/N=C(NC2=O)NC21CC3(CC(CC(C2)C3)C1)OC (4Z)-4-(1,3-benzoxazol-6-ylmethylene)-2-[(3-methoxy-1-adamantyl)amino]-1H-imidazol-5-one